C(=O)(O)C(CCN1[C@@H](CCC1)C(=O)O)NCC[C@H](O)C(=O)O (3-carboxy-3-(((S)-3-carboxy-3-hydroxypropyl)amino)propyl)-L-proline